NC=1C2=C(NC(C1C1=NC=3C(=NC(=CC3)C3CCN(CC3)C)N1)=O)SC=C2 4-amino-5-(5-(1-methylpiperidin-4-yl)-3H-imidazo[4,5-b]pyridin-2-yl)thieno[2,3-b]pyridin-6(7H)-one